C(C1=CC=CC=C1)OC=1C(=NC2=CC=CC=C2C1)C(C)=O 1-(3-(benzyloxy)quinolin-2-yl)ethan-1-one